ClC1=C2CCN([C@@H](C2=C(C=C1)OCC1=NSC=C1)CN1C(CCC1)=O)C(=O)C1CCCCC1 (1S,2R)-2-((S)-5-Chloro-8-(isothiazol-3-ylmethoxy)-1-((2-oxopyrrolidin-1-yl)methyl)-1,2,3,4-tetrahydroisochinolin-2-carbonyl)cyclohexan